(E)-4-((5-(2,3-dichlorophenyl)furan-2-yl)methylene)-2,2-dimethyl-1,2,3,4-tetrahydroacridine-9-carboxylic acid ClC1=C(C=CC=C1Cl)C1=CC=C(O1)\C=C\1/CC(CC2=C(C3=CC=CC=C3N=C12)C(=O)O)(C)C